NC1=NC(=NC(=C1C=O)Cl)C 4-amino-6-chloro-2-methyl-pyrimidine-5-carbaldehyde